(3S,4R)-1-(cyclopropylsulfonyl)-3-((S)-5H-imidazo[5,1-a]isoindol-5-yl)piperidin-4-ol C1(CC1)S(=O)(=O)N1C[C@H]([C@@H](CC1)O)[C@@H]1N2C(C3=CC=CC=C13)=CN=C2